BrC\C=C\CCC (E)-1-bromohex-2-ene